N,N'-[1,3,4-oxadiazole-2,5-diylbis(4,1-phenylene)]bismaleimide O1C(=NN=C1C1=CC=C(C=C1)N1C(C=CC1=O)=O)C1=CC=C(C=C1)N1C(C=CC1=O)=O